C1(OC(=CO1)C=CC1=CC=CC=C1)=O phenylvinyl-vinylene carbonate